ethyl 1-(2-(2-chlorobenzyl)-3-(phenylthio)propanoyl)piperidine-4-carboxylate ClC1=C(CC(C(=O)N2CCC(CC2)C(=O)OCC)CSC2=CC=CC=C2)C=CC=C1